(R)-Z-5-(oct-1-enyl)oxolane-2-one C(=C/CCCCCC)/[C@H]1CCC(O1)=O